1-(2-chloro-3-hydroxy-5-methoxymethylphenyl)-3-(naphthalen-2-yl)-(2E)-2-propen-1-one ClC1=C(C=C(C=C1O)COC)C(\C=C\C1=CC2=CC=CC=C2C=C1)=O